N(=[N+]=[N-])C=1C=C(C(CNCCSSCCNCC=2C(O)=CC(=CC2)N=[N+]=[N-])=CC1)O bis[2-(4-azidosalicylamino)ethyl]Disulfide